silyl-pentaerythritol tetraacrylate C(C=C)(=O)OC(C(COC(C=C)=O)(COC(C=C)=O)COC(C=C)=O)[SiH3]